2-chloro-3-{[(tetrahydrofuran-2-yl)methoxy]methyl}-4-methanesulfonyl-benzoyl chloride ClC1=C(C(=O)Cl)C=CC(=C1COCC1OCCC1)S(=O)(=O)C